C(#N)C1N(CC(C1)(F)F)C(CNC(C1=C(C=NC=C1)C=C(C)C1=CC=C(C=C1)F)=O)=O N-(2-(2-cyano-4,4-difluoropyrrolidin-1-yl)-2-oxoethyl)-3-(2-(4-fluorophenyl)prop-1-en-1-yl)isonicotinamide